ethyl benzo[6,7]oxepino[2,3-b]pyridine-6-carboxylate N1=C2C(=CC=C1)C=C(C1=C(O2)C=CC=C1)C(=O)OCC